Tert-Butyl (3S)-3-(4-Chloro-2-(2-((4-Hydroxy-2-Oxopyrrolidin-3-Yl)Methyl)Thieno[3,2-B]Pyridin-7-Yl)-6-Methylphenoxy)Piperidine-1-Carboxylate ClC1=CC(=C(O[C@@H]2CN(CCC2)C(=O)OC(C)(C)C)C(=C1)C)C1=C2C(=NC=C1)C=C(S2)CC2C(NCC2O)=O